COC=1C=C2C=C(C(=CC2=CC1OC)OC1=CC2=CC(=C(C=C2C=C1C1=CC(=C(C=C1)OC)OC)OC)OC)C1=CC(=C(C=C1)OC)OC 6,7-dimethoxy-3-(3,4-dimethoxyphenyl)-β-naphthylether